CC1(C(N(C(N1CC1=CC(=NC=C1)NC(C)C=1C=NC=CC1)=O)C1=CC=C(C=C1)C1(CC1)C(F)(F)F)=O)C 5,5-dimethyl-1-((2-((1-(pyridin-3-yl)ethyl)amino)pyridin-4-yl)methyl)-3-(4-(1-(trifluoromethyl)cyclopropyl)phenyl)imidazolidine-2,4-dione